5-(4-(hydroxymethyl)-1-methyl-1H-pyrazol-5-yl)pyridine OCC=1C=NN(C1C=1C=CC=NC1)C